(2S)-9-((2-chloro-4-((3-fluoro-4-methylpyridin-2-yl)oxy)phenyl)(hydroxy)methyl)-2-((Methoxy-d3)methyl)-2-methyl-1,2,4,7-tetrahydro-3H-pyrrolo[3',2':5,6]pyrido[3,4-b]Pyrazin-3-one ClC1=C(C=CC(=C1)OC1=NC=CC(=C1F)C)C(C1=CNC2=C1C1=C(NC([C@](N1)(C)COC([2H])([2H])[2H])=O)C=N2)O